2-(5-methoxypyrazinyl)-2-pyridylmethylamine COC=1N=CC(=NC1)C1(NC=CC=C1)CN